(R)-(6-((3,5-difluorophenyl)sulfonyl)-1-(4-fluorophenyl)-4,4a,5,6,7,8-hexahydro-1H-pyrazolo[3,4-g]isoquinolin-4a-yl)(pyridin-2-yl)methanone FC=1C=C(C=C(C1)F)S(=O)(=O)N1C[C@]2(CC3=C(C=C2CC1)N(N=C3)C3=CC=C(C=C3)F)C(=O)C3=NC=CC=C3